Sodium N-[2-(dimethylamino)ethyl]sulfamate CN(CCNS([O-])(=O)=O)C.[Na+]